Methyl 4-dodecyloxy-3-methoxybenzoate C(CCCCCCCCCCC)OC1=C(C=C(C(=O)OC)C=C1)OC